1-(4-(4-((3-(3,6-difluoropyridin-2-yl)-1-((1r,4r)-4-ethoxycyclohexyl)-1H-pyrazol-4-yl)carbamoyl)thiazol-2-yl)-1H-pyrazol-1-yl)ethylphosphonic acid dihydrogenphosphate meglumine salt N(C)C[C@H](O)[C@@H](O)[C@H](O)[C@H](O)CO.P(=O)(O)(O)O.FC=1C(=NC(=CC1)F)C1=NN(C=C1NC(=O)C=1N=C(SC1)C=1C=NN(C1)C(C)P(O)(O)=O)C1CCC(CC1)OCC